COC=1C(=NSC1)C(=O)OC methyl 4-methoxyisothiazole-3-carboxylate